6-((1R,2R)-3-(2-(4-ethynylphenyl)acetamido)-1,2-dihydroxypropyl)-2-(hexyloxy)-4-hydroxy-5-(2-hydroxyacetamido)tetrahydro-2H-pyran-2-carboxylic acid C(#C)C1=CC=C(C=C1)CC(=O)NC[C@H]([C@@H](O)C1C(C(CC(O1)(C(=O)O)OCCCCCC)O)NC(CO)=O)O